NC1=C2C(=NC=N1)N(N=C2C(F)F)C(C)C=2C(=C(C(=C(C#N)C2)C)C2CN(C2)C(C)C)OC 5-{1-[4-amino-3-(difluoromethyl)-1H-pyrazolo[3,4-d]pyrimidin-1-yl]ethyl}-3-(1-isopropylazetidin-3-yl)-4-methoxy-2-methylbenzonitrile